1-(benzenesulfonyl)-4-vinyl-1,4-dihydro-2H-benzo[d][1,3]oxazine-2-one C1(=CC=CC=C1)S(=O)(=O)N1C(OC(C2=C1C=CC=C2)C=C)=O